ClC=1N=C2C(=CC(N(C2=CC1)C)=O)N1CCN(CC1)CC1=CC(=CC(=C1)F)F 6-chloro-4-{4-[(3,5-difluorophenyl)methyl]piperazin-1-yl}-1-methyl-2-oxo-1,2-dihydro-1,5-naphthyridine